Sodium N-stearoyl methyl taurate CCCCCCCCCCCCCCCCCC(=O)N(C)CCS(=O)(=O)[O-].[Na+]